C(C)(C)C1=NOC(=N1)N1CCC(CC1)C(C)OC1=NN2C(S1)=NC(=C2)C2=CC=C(C#N)C=C2 4-(2-(1-(1-(3-isopropyl-1,2,4-oxadiazol-5-yl)piperidin-4-yl)ethoxy)imidazo[2,1-b][1,3,4]thiadiazol-6-yl)benzonitrile